BrC=1C=C2C(=NNC(C2=CC1)=O)C 6-BROMO-4-METHYL-2H-PHTHALAZIN-1-ONE